1,4-dibromo-2-(2-chloroethoxy)-5-fluorobenzene BrC1=C(C=C(C(=C1)F)Br)OCCCl